2-{4-[2-(5-methyl-3-trifluoromethyl-pyrazol-1-yl)-acetyl]-piperazin-1-yl}-5,6-dihydro-4H-benzothiazol-7-one-O-(3-bromo-benzyl) oxime BrC=1C=C(CON=C2CCCC=3N=C(SC32)N3CCN(CC3)C(CN3N=C(C=C3C)C(F)(F)F)=O)C=CC1